FC1(CN(CC[C@H]1NC1=NN2C(C(=N1)OC)=C(C(=C2[2H])F)C=2C=CC1=C(N(N=N1)CC(F)F)C2)C([2H])([2H])[2H])F (R)-N-(3,3-difluoro-1-(methyl-d3)piperidin-4-yl)-5-(1-(2,2-difluoroethyl)-1H-benzo[d][1,2,3]triazol-6-yl)-6-fluoro-4-methoxypyrrolo[2,1-f][1,2,4]triazin-7-d-2-amine